C([2H])([2H])([2H])CC(N)([2H])[2H] (methyl-d3)ethan-1,1-d2-1-amine